N2,N2-bis(4-methoxybenzyl)-N4-(3-methyl-4-(pyrrolidin-1-ylmethyl)benzyl)-3-nitroquinoline-2,4-diamine COC1=CC=C(CN(C2=NC3=CC=CC=C3C(=C2[N+](=O)[O-])NCC2=CC(=C(C=C2)CN2CCCC2)C)CC2=CC=C(C=C2)OC)C=C1